Cyclopropyl-2-(3-pyridyl)-2H-indazole-4-carboxamide C1(CC1)C=1N(N=C2C=CC=C(C12)C(=O)N)C=1C=NC=CC1